CC1(C2=CC=CC3=CC=C4C=CC=C1C4=C23)C 4,4-dimethyl-4H-cyclopenta[def]phenanthrene